C(#N)C(NC(=O)[C@@H]1[C@H]2C([C@H]2CN1C([C@H](C(C)(C)C)NC(C(F)(F)F)=O)=O)(C)C)C=1C=NC=CC1C1=CC=CC=C1 (1R,2S,5S)-N-[cyano-(4-phenyl-3-pyridyl)methyl]-3-[(2S)-3,3-dimethyl-2-[(2,2,2-trifluoroacetyl)amino]butanoyl]-6,6-dimethyl-3-azabicyclo[3.1.0]hexane-2-carboxamide